COC(=O)C=1N(C=C(C(C1OC)=O)C(=O)O)CC(OC)OC 1-(2,2-dimethoxyethyl)-1,4-dihydro-3-methoxy-4-oxo-2,5-pyridinedicarboxylic acid 2-methyl ester